N1N=CC(=C1)CCNC1=NC(=NC(=C1C)C)C(=O)N[C@H](COC)C1=CC(=CC=C1)F (S)-4-((2-(1H-pyrazol-4-yl)ethyl)amino)-N-(1-(3-fluorophenyl)-2-methoxyethyl)-5,6-dimethylpyrimidine-2-carboxamide